ClC1=CC(=C(N=N1)N)[C@@H]1[C@H](C1)C(C)C 6-Chloro-4-((1S,2R)-2-isopropylcyclopropyl)pyridazin-3-amine